sodium ethyl guaiacolate C1(=C(O)C(=CC=C1)C(=O)OCC)OC.[Na]